(S)-3-(1H-Benzo[d]imidazol-5-yl)-4-(4-(4,4-difluorobutoxy)phenyl)oxazolidin-2-on N1C=NC2=C1C=CC(=C2)N2C(OC[C@@H]2C2=CC=C(C=C2)OCCCC(F)F)=O